ClC=1C(=CC2=C([C@@H]([C@@](O2)(C2NCCC2)C2=CC=CC=C2)O)C1C1=C(C(=O)N)C=CC(=C1F)OC)F 2-((2s,3s,4s)-5-chloro-6-fluoro-3-hydroxy-2-phenyl-2-(pyrrolidin-2-yl)-2,3-dihydrobenzofuran-4-yl)-3-fluoro-4-methoxybenzamide